FC1(CN(CCC1NC1=CC=CC2=C1S(C(=C2CC)C#CC)=O)C)F 3-(7-((3,3-difluoro-1-methylpiperidin-4-yl)amino)-3-ethyl-1-oxidobenzo[b]thiophen-2-yl)prop-2-yn